ethyl-17-(O-carbamoyloximino)-5α-androstan-3-one C(C)C[C@@]12C(CC[C@H]1[C@@H]1CC[C@H]3CC(CC[C@]3(C)[C@H]1CC2)=O)=NOC(N)=O